4-amino-N-(3-chlorophenyl)-1-cyclopentyl-1H-pyrazolo[3,4-d]pyrimidine-3-carboxamide NC1=C2C(=NC=N1)N(N=C2C(=O)NC2=CC(=CC=C2)Cl)C2CCCC2